(2S,4S)-4-fluoro-1-[2-[(3S)-3-[(6-methyl-5-quinolyl)amino]pyrrolidin-1-yl]acetyl]pyrrolidine-2-carbonitrile F[C@H]1C[C@H](N(C1)C(CN1C[C@H](CC1)NC1=C2C=CC=NC2=CC=C1C)=O)C#N